benzyl tert-butyl [(2S)-3-hydroxypropane-1,2-diyl]biscarbamate OC[C@H](CNC(OCC1=CC=CC=C1)=O)NC(OC(C)(C)C)=O